3-(4,6-diphenyl-1,3,5-triazin-2-yl)-9-phenyl-9H-carbazole C1(=CC=CC=C1)C1=NC(=NC(=N1)C1=CC=CC=C1)C=1C=CC=2N(C3=CC=CC=C3C2C1)C1=CC=CC=C1